2-((5-bromo-3-nitropyridin-2-yl)oxy)acetaldehyde BrC=1C=C(C(=NC1)OCC=O)[N+](=O)[O-]